ClC1=CC=C(S1)CNC1=CC(=NN1C(C(C)(C)C)=O)C1N(CCC1)S(=O)(=O)C 1-(5-{[(5-Chlorothiophen-2-yl)methyl]amino}-3-(1-methansulfonylpyrrolidin-2-yl)-1H-pyrazol-1-yl)-2,2-dimethylpropan-1-on